(S)-3-(3-chloro-4-fluorophenyl)-1-isobutyl-1-(6-oxo-1,2,3,4,5,6-hexahydrophenanthridin-1-yl)urea ClC=1C=C(C=CC1F)NC(N([C@H]1CCCC=2NC(C3=CC=CC=C3C12)=O)CC(C)C)=O